5-[4-Amino-2-(N-(2-amino-1-methyl-2-oxo-ethyl)-4-fluoro-anilino)thiazole-5-carbonyl]-N-(3,3-difluorocyclopentyl)isoxazole-3-carboxamide NC=1N=C(SC1C(=O)C1=CC(=NO1)C(=O)NC1CC(CC1)(F)F)N(C1=CC=C(C=C1)F)C(C(=O)N)C